3-(azetidin-3-yloxy)-6-(trifluoromethyl)pyridazine N1CC(C1)OC=1N=NC(=CC1)C(F)(F)F